N-(2-fluoroethyl)-3-((2S)-2-hydroxy-3-(8-(naphthalen-2-ylsulfonyl)-1-oxa-8-azaspiro[4.5]dec-3-ylamino)propoxy)benzenesulfonamide FCCNS(=O)(=O)C1=CC(=CC=C1)OC[C@H](CNC1COC2(C1)CCN(CC2)S(=O)(=O)C2=CC1=CC=CC=C1C=C2)O